C(C)(C)(C)OC(NC1=CC(=CC=C1)C(NCC=1SC=CC1)=O)=O (3-((thiophen-2-ylmethyl)carbamoyl)phenyl)carbamic acid tert-butyl ester